[NH4+].N1=CC(=CC=C1)C(=O)O 3-picolinic acid ammonium